C1(=CC=CC=C1)C1=C(N)C=CC=C1 o-phenyl-aniline